CN1C=NC(C1C)C 1,4,5-trimethylimidazoline